(R)-N-((4-((4-(dimethylamino)-1-((4-fluorophenyl)thio)butan-2-yl)amino)-3-nitrophenyl)sulfonyl)-1-fluorocyclohexane-1-carboxamide CN(CC[C@H](CSC1=CC=C(C=C1)F)NC1=C(C=C(C=C1)S(=O)(=O)NC(=O)C1(CCCCC1)F)[N+](=O)[O-])C